C(CCC)[C@@]1(CS(C2=C([C@H](N1O)C1=CC=CC=C1)C=C(C(=C2)OC)OC)(=O)=O)CC (3R,5R)-3-Butyl-3-ethyl-2,3,4,5-tetrahydro-7,8-dimethoxy-5-phenyl-1,4-benzothiazepin-4-ol 1,1-dioxide